ClC1=C(C=2N=C(N=C(C2C=N1)N1CCCO[C@H]2C[C@@H]12)OC([2H])([2H])[C@]12CCCN2C[C@@H](C1)F)F (1S,7R)-6-(7-chloro-8-fluoro-2-(((2R,7aS)-2-fluorotetrahydro-1H-pyrrolizin-7a(5H)-yl)methoxy-d2)pyrido[4,3-d]pyrimidin-4-yl)-2-oxa-6-azabicyclo[5.1.0]octane